(3-methyl-4-[4-(7H-pyrrolo[2,3-d]-pyrimidin-4-yl)-1H-pyrazol-1-yl]-phenyl)acetonitrile trifluoroacetate FC(C(=O)O)(F)F.CC=1C=C(C=CC1N1N=CC(=C1)C=1C2=C(N=CN1)NC=C2)CC#N